NC1CN(CC1)C1=NC=C(C=N1)NC1=C(C=NC2=CC=C(N=C12)C1=CC(=C(C(=C1)Cl)O)Cl)C(C)=O 1-(4-((2-(3-aminopyrrolidin-1-yl)pyrimidin-5-yl)amino)-6-(3,5-dichloro-4-hydroxyphenyl)-1,5-naphthyridin-3-yl)ethanone